ClC1=NC=CC=C1C(=O)NC1=CC=C(C=C1)C1(CCCC1)C#N 2-chloro-N-[4-(1-cyanocyclopentyl)phenyl]-3-pyridinecarboxamide